4-isobutyl-2-[4-(pyridazin-3-ylmethyl)-1,4-diazepan-1-yl]benzonitrile C(C(C)C)C1=CC(=C(C#N)C=C1)N1CCN(CCC1)CC=1N=NC=CC1